C1=CC=CC2=C(C3=CC=CC=C3C(=C12)CCC(=O)O)CCC(=O)O 3,3'-anthracene-9,10-diyldipropanoic acid